2-(Hexanyloxy)ethan-1-ol C(CCCCC)OCCO